2-[4-[[(1s,3r)-3-hydroxy-3-methyl-cyclopentyl]amino]pyrido[3,4-d]pyridazin-1-yl]-5-(trifluoromethyl)phenol O[C@]1(C[C@H](CC1)NC=1N=NC(=C2C1C=NC=C2)C2=C(C=C(C=C2)C(F)(F)F)O)C